FC1=CC=C(C=C1)C1C(C1)C=1C=C(N=NC1OC)C=1C(NC(NC1)=O)=O 5-(5-(2-(4-fluorophenyl)cyclopropyl)-6-methoxypyridazin-3-yl)pyrimidine-2,4(1H,3H)-dione